ClC=1C(=C(NC2=C(N=C3[C@@H]4[C@H](NC=C32)CCC4)C4=C(C=NC=C4)OCC4OCCOC4)C=CC1)OC (5aR,8aS)-3-(3-chloro-2-methoxyanilino)-2-{3-[(1,4-dioxan-2-yl)methoxy]-4-pyridyl}-5,5a,6,7,8,8a-hexahydrocyclopenta[b]pyrrolo[2,3-d]pyridin